The molecule is an L-alpha-amino acid zwitterion arising from transfer of a proton from the carboxy to the amino group of trans-4-hydroxy-L-proline; major species at pH 7.3. It is a tautomer of a trans-4-hydroxy-L-proline. C1[C@H](C[NH2+][C@@H]1C(=O)[O-])O